3-((6-methoxy-5-(trifluoromethyl)pyridin-3-yl)oxy)propionic acid trifluoroacetate salt FC(C(=O)O)(F)F.COC1=C(C=C(C=N1)OCCC(=O)O)C(F)(F)F